[2-amino-4-(trifluoromethoxy)phenyl]-[4-[2-(1-methoxy-1-methyl-ethyl)-3H-imidazo[4,5-b]pyridin-7-yl]-1-piperidyl]methanone NC1=C(C=CC(=C1)OC(F)(F)F)C(=O)N1CCC(CC1)C1=C2C(=NC=C1)NC(=N2)C(C)(C)OC